7-Chloro-1-(3-methoxyphenyl)-1,3-dihydroquinazoline-2,4-dione ClC1=CC=C2C(NC(N(C2=C1)C1=CC(=CC=C1)OC)=O)=O